2-(4-chloro-1-isopropyl-1H-pyrazol-5-yl)-4-(1-(4-(1-ethyl-4-(trifluoromethyl)-1H-imidazol-2-yl)-3-methoxyphenyl)ethyl)-6,7-dihydro-[1,2,4]triazolo[1,5-a]pyrimidin-5(4H)-one ClC=1C=NN(C1C1=NN2C(N(C(CC2)=O)C(C)C2=CC(=C(C=C2)C=2N(C=C(N2)C(F)(F)F)CC)OC)=N1)C(C)C